BrCC(CN(C=1C=C(C(=O)OC)C=CC1I)C[C@H]1OCC1)=C=O Methyl (S)-3-((3-bromo-2-carbonylpropyl)(oxetan-2-ylmethyl)amino)-4-iodobenzoate